2-IODOMALONALDEHYDE IC(C=O)C=O